3-(3-methyl-5-nitro-2-oxo-benzoimidazol-1-yl)piperidine-2,6-dione CN1C(N(C2=C1C=C(C=C2)[N+](=O)[O-])C2C(NC(CC2)=O)=O)=O